14-methyl-5α-cholestan-3β-ol C[C@]12CC[C@H]([C@@H](CCCC(C)C)C)[C@]2(CC[C@@H]2[C@]3(CC[C@@H](C[C@@H]3CC[C@@H]12)O)C)C